2-bromo-1-(2,2-difluorocyclopropyl)ethanone BrCC(=O)C1C(C1)(F)F